2-((2-Ethoxyphenoxy)methyl)morpholine C(C)OC1=C(OCC2CNCCO2)C=CC=C1